NC1=NNC2=C1C(=NC(=C2C=2C=NN(C2)C)C(C(F)(F)F)C)C2=CC=C(CNC(C1=C(C=CC(=C1)F)OC)=O)C=C2 N-(4-(3-amino-7-(1-methyl-1H-pyrazol-4-yl)-6-(1,1,1-trifluoropropane-2-yl)-1H-pyrazolo[4,3-c]pyridin-4-yl)benzyl)-5-fluoro-2-methoxybenzamide